NC=1N=CC(=NC1)C#CCN(C(=O)[C@H]1N(S(CC1)(=O)=O)C1=NC(=CC(=C1)C(F)(F)F)C)C1=C(C(=C(C=C1)F)C)F (3S)-N-[3-(5-aminopyrazin-2-yl)prop-2-ynyl]-N-(2,4-difluoro-3-methyl-phenyl)-2-[6-methyl-4-(trifluoromethyl)-2-pyridyl]-1,1-dioxo-1,2-thiazolidine-3-carboxamide